1-((6-(3'-((7-bromo-2-(difluoromethyl)pyrido[3,2-d]pyrimidin-4-yl)amino)-2-chloro-2'-methyl-[1,1'-biphenyl]-3-yl)-2-methoxypyridin-3-yl)methyl)piperidine-4-carboxylic acid methyl ester COC(=O)C1CCN(CC1)CC=1C(=NC(=CC1)C=1C(=C(C=CC1)C1=C(C(=CC=C1)NC=1C2=C(N=C(N1)C(F)F)C=C(C=N2)Br)C)Cl)OC